N-(1-methylpiperidin-4-yl)-2-(3-((5-(methylsulfonyl)thiophen-2-yl)amino)prop-1-yn-1-yl)-1-(2,2,2-trifluoroethyl)-1H-indol-4-amine CN1CCC(CC1)NC=1C=2C=C(N(C2C=CC1)CC(F)(F)F)C#CCNC=1SC(=CC1)S(=O)(=O)C